6-(2-(5-cyclopropyl-3-(2-(trifluoromethyl)pyridin-3-yl)isoxazol-4-yl)-7-azaspiro[3.5]non-1-en-7-yl)-4-(trifluoromethyl)quinoline-2-carboxylic acid C1(CC1)C1=C(C(=NO1)C=1C(=NC=CC1)C(F)(F)F)C1=CC2(C1)CCN(CC2)C=2C=C1C(=CC(=NC1=CC2)C(=O)O)C(F)(F)F